Cl.Cl.C1N(CCC12CNCC2)C=2N=NC(=CN2)C2=C(C=C(C=C2)C=2C=NNC2)O 2-[3-(2,7-diazaspiro[4.4]non-2-yl)-1,2,4-triazin-6-yl]-5-(1H-pyrazol-4-yl)phenol dihydrochloride